The molecule is a tetrapyrrole fundamental parent that is obtained by formal hydrogenation across the 2,3-double bond of porphyrin. It is a tetrapyrrole fundamental parent and a member of chlorins. C1CC2=NC1=CC3=CC=C(N3)C=C4C=CC(=N4)C=C5C=CC(=C2)N5